C(C=C)(=O)OCCCCC[Si](OC)(OC)C acryloyloxypentylmethyldimethoxysilane